(R)-1-(1-(1-((1-(4-(1-(3-Amino-6-(2-hydroxyphenyl)pyridazin-4-yl)piperidin-3-yl)-3-methylbenzoyl)-4-fluoropiperidin-4-yl)methyl)piperidin-4-yl)-4-methyl-1H-indol-5-yl)dihydropyrimidine NC=1N=NC(=CC1N1C[C@H](CCC1)C1=C(C=C(C(=O)N2CCC(CC2)(F)CN2CCC(CC2)N2C=CC3=C(C(=CC=C23)N2CNCC=C2)C)C=C1)C)C1=C(C=CC=C1)O